(2R)-1-[(4aR,8aS)-decahydroquinolin-1-yl]-2-{cyclopropyl[(2,4-dimethoxyphenyl)methyl]amino}-3-[(oxetan-3-yl)amino]propan-1-one N1(CCC[C@H]2CCCC[C@H]12)C([C@@H](CNC1COC1)N(CC1=C(C=C(C=C1)OC)OC)C1CC1)=O